CN(C(COC=1C=NC(=NC1)NC1CCC(CC1)OC1=C2C=C(C=NC2=CC(=N1)N1CCOCC1)OCC=1N(C(=NC1)[N+](=O)[O-])C)=O)C N,N-Dimethyl-2-[2-[[4-[[3-[(3-methyl-2-nitro-imidazol-4-yl)methoxy]-7-morpholino-1,6-naphthyridin-5-yl]oxy]cyclohexyl]amino]pyrimidin-5-yl]oxy-acetamide